CC(C(CCCC)CCC)CCCCCC 6-methyl-5-propyldodecane